O=C1COC2(C1)CCN(CC2)C2=CC=C(C=C2)C2C(NC(CC2)=O)=O 3-(4-(3-OXO-1-OXA-8-AZASPIRO[4.5]DECAN-8-YL)PHENYL)PIPERIDINE-2,6-DIONE